5-(4-((3-Ethyl-5-fluoro-2,4-dioxo-1,2,3,4-tetrahydroquinazolin-7-yl)methyl)piperazin-1-yl)-6-fluoro-N-methylpyridineamide C(C)N1C(NC2=CC(=CC(=C2C1=O)F)CN1CCN(CC1)C=1C=CC(=NC1F)C(=O)NC)=O